C(N)(=O)C1=CC(=NC2=C1N=CN=C2N[C@@H]2CN(C[C@H](C2)F)C(=O)OC(C)(C)C)C=2C(=NN(C2)CC)C tert-butyl (3S,5S)-3-((8-carbamoyl-6-(1-ethyl-3-methyl-1H-pyrazol-4-yl)pyrido[3,2-d]pyrimidin-4-yl)amino)-5-fluoropiperidine-1-carboxylate